4-ethyl-3-(4-methanesulfonylphenyl)-1-methyl-6-{4-[1-(oxetan-3-yl)piperidin-4-yl]phenyl}-1,2-dihydroquinolin-2-one C(C)C1=C(C(N(C2=CC=C(C=C12)C1=CC=C(C=C1)C1CCN(CC1)C1COC1)C)=O)C1=CC=C(C=C1)S(=O)(=O)C